C(C#C)OCCOCCOCC(=O)O 2-(2-(2-(prop-2-yn-1-yloxy)ethoxy)ethoxy)acetic acid